2-[di(2-ethylhexyloxy)phosphoryl]propionic acid C(C)C(COP(=O)(OCC(CCCC)CC)C(C(=O)O)C)CCCC